CON1CC(C2=CC=CC=C12)(C1=CC=CC=C1)C1=CC=CC=C1 1-methoxy-3,3-diphenyl-indoline